ClC1=CC(=C(CCN2C[C@@H](C([C@@H](C2)O)O)O)C=C1)F (3S,4r,5R)-1-(4-chloro-2-fluorophenethyl)piperidine-3,4,5-triol